C[C@H](CNC1=CC=C(C=N1)C1C(C1)C(=O)N1CCC2(CN(C2)C(=O)OC(C)(C)C)CC1)CNC1=NC=C(C=N1)SC tert-butyl 7-(2-(6-(((R)-2-methyl-3-((5-(methylsulfanyl) pyrimidin-2-yl) amino) propyl) amino) pyridin-3-yl) cyclopropane-1-carbonyl)-2,7-diazaspiro[3.5]nonane-2-carboxylate